CN1CC(C1)N1CCN(CC1)C1=CC=CC=2NC=NC21 4-(4-(1-methylazetidin-3-yl)-piperazin-1-yl)-1H-benzo[d]Imidazole